4-azido-3-(benzyloxycarbonylamino)-cyclohexanecarboxylic acid ethyl ester C(C)OC(=O)C1CC(C(CC1)N=[N+]=[N-])NC(=O)OCC1=CC=CC=C1